CCCCCCCC(I)I diiodooctane